C(C)(C)C1=C(C(=CC=C1)C(C)C)NC(=O)NS(=O)(=O)C1=NN(C(=C1)C(=O)N(CC)CC)C 3-(N-((2,6-Diisopropylphenyl)carbamoyl)sulfamoyl)-N,N-diethyl-1-methyl-1H-pyrazole-5-carboxamide